CC1=C(C(=C2C(=C1OC)C[C@H]3C[C@H](OC3(O2)C4=CC5=C(C=C4)OCO5)C6=CC7=C(C=C6)OCO7)C(=O)CC(C)C)O The molecule is an organic heterotricyclic compound found in Hypericum chinense. It has a role as a plant metabolite. It is a member of benzodioxoles, an organic heterotricyclic compound, a member of phenols, a monomethoxybenzene and an aromatic ketone.